4-[(2H-1,3-benzodioxol-5-yl)methyl]-6-(3-methoxyphenyl)pyrimidine-2,4-diamine O1COC2=C1C=CC(=C2)CC2(NC(=NC(=C2)C2=CC(=CC=C2)OC)N)N